CC1=C(CNC(CCl)=O)C(=CC(=C1CNC(CCl)=O)C)C N-(2-methyl-3-chloroacetamidomethyl-4,6-dimethylbenzyl)chloroacetamide